α-chloro-o-chlorostyrene ClC(=C)C1=C(C=CC=C1)Cl